C(C=C)(=O)N1CCN(CC1)C1=NC(=C(C=2CN(CCC12)CC1=CC=CC=C1)C#N)N1CCCCC1 1-(4-acryloylpiperazin-1-yl)-6-benzyl-3-(piperidin-1-yl)-5,6,7,8-tetrahydro-2,6-naphthyridine-4-carbonitrile